C(C1=CC=CC=C1)OC1=CC(=NC2=CC=CC=C12)C(=O)NCCCCCC(=O)NO 4-(benzyloxy)-N-(6-(hydroxyamino)-6-oxohexyl)quinoline-2-carboxamide